FC(C(=O)O)(F)F.CN1C(N(C2=C1C(=CC=C2)C2CN(C2)C2CCNCC2)C2C(NC(CC2)=O)=O)=O 3-{3-Methyl-2-oxo-4-[1-(piperidin-4-yl)azetidin-3-yl]-1,3-benzodiazol-1-yl}piperidine-2,6-dione trifluoroacetate